[4-[[tert-butyl(dimethyl)silyl]oxymethyl]cyclohexyl]-[(3S)-3-(6-methoxypyrazin-2-yl)isoxazolidin-2-yl]methanone [Si](C)(C)(C(C)(C)C)OCC1CCC(CC1)C(=O)N1OCC[C@H]1C1=NC(=CN=C1)OC